C1(CC1)N1N=CC2=CC=C(C=C12)N(C)C1CC2(CN(C2)CCCC2=CC=3N(C=C2F)C=NN3)C1 1-cyclopropyl-N-(2-(3-(6-fluoro-[1,2,4]triazolo[4,3-a]pyridin-7-yl)propyl)-2-azaspiro[3.3]heptan-6-yl)-N-methyl-1H-indazol-6-amine